CC1=CC(=NC2=CC(=CN=C12)OC1=NC=CC=C1)N 4-methyl-7-(pyridin-2-yloxy)-1,5-naphthyridin-2-amine